COC=1C(=C(C=O)C=CC1)C(F)(F)F 3-methoxy-2-(trifluoromethyl)benzaldehyde